4-(2-Amino-2-methylpropanoyl)-N-(1-(4-((4-guanidinopiperidin-1-yl)methyl)phenyl)-2-oxo-1,2-dihydropyrimidin-4-yl)piperazine-1-carboxamide hydrochloride salt Cl.NC(C(=O)N1CCN(CC1)C(=O)NC1=NC(N(C=C1)C1=CC=C(C=C1)CN1CCC(CC1)NC(=N)N)=O)(C)C